tri-n-propyl borate B(OCCC)(OCCC)OCCC